((7-((2,5-dimethoxyphenyl)sulfonylamino)-3,4-dihydroquinolin-1(2H)-yl)sulfonyl)benzoic acid methyl ester COC(C1=C(C=CC=C1)S(=O)(=O)N1CCCC2=CC=C(C=C12)NS(=O)(=O)C1=C(C=CC(=C1)OC)OC)=O